CN1C(N(C=2C1=CC=1C(=NN=C(C1C2)N[C@H](C)C2=NC(=CC=C2)C(F)(F)F)C)C)=O 1,3,8-trimethyl-5-[[(1R)-1-[6-(trifluoromethyl)-2-pyridyl]ethyl]amino]imidazo[4,5-g]phthalazin-2-one